(R)-(4-((2-(1H-pyrazol-4-yl)ethyl)amino)-5,6-dimethylpyrimidin-2-yl)(2-phenylpyrrolidin-1-yl)methanone N1N=CC(=C1)CCNC1=NC(=NC(=C1C)C)C(=O)N1[C@H](CCC1)C1=CC=CC=C1